Pelargonyl Alcohol C(CCCCCCCC)(=O)O